ClC1=CC=C(S1)CSC1=CC(=NN1C(C(COC)(C)C)=O)C1C(N(CCC1)C(=O)N1CC(CC1)O)C 1-(5-{[(5-chlorothiophen-2-yl)methyl]sulfanyl}-3-[1-(3-hydroxypyrrolidine-1-carbonyl)-2-methylpiperidin-3-yl]-1H-pyrazol-1-yl)-3-methoxy-2,2-dimethylpropan-1-one